(2S,3R)-Benzyl 3-(1-ethyl-4-methyl-1H-benzo[d][1,2,3]triazol-5-yl)-3-(3-(hydroxymethyl)-4-methylphenyl)-2-methylpropanoate C(C)N1N=NC2=C1C=CC(=C2C)[C@H]([C@@H](C(=O)OCC2=CC=CC=C2)C)C2=CC(=C(C=C2)C)CO